3-tert-butyl-5-(4-pyridyl)salicylaldehyde C(C)(C)(C)C1=C(C(C=O)=CC(=C1)C1=CC=NC=C1)O